CC1=C(CNC=2C=3N(C=C(C2)NC(=O)C2CC2)C(=C(N3)C)C)C(=CC=C1)C N-(8-((2,6-dimethylbenzyl)amino)-2,3-dimethylimidazo[1,2-a]pyridin-6-yl)cyclopropanecarboxamide